ClC1=C(C=C(C=C1)N1C[C@@H](CC1)CC(=O)N)F 2-[(3S)-1-(4-chloro-3-fluorophenyl)pyrrolidin-3-yl]acetamide